ClC1=CN=C2N1C=CC(=C2Cl)SC=2N=CC(=NC2)N2CCC1([C@@H]([C@@H](OC1)C)N)CC2 (3S,4S)-8-(5-[(3,8-dichloroimidazo[1,2-a]pyridin-7-yl)thio]pyrazin-2-yl)-3-methyl-2-oxa-8-azaspiro[4.5]decan-4-amine